C(N)(OC1=C(C(=C(C=C1)CCCCC)CCCCC)CCCCC)=O (tripentylphenyl) carbamate